2-((3-(5-isopropyl-3-(trifluoromethyl)-8,9-dihydropyrido[3',2':4,5]pyrrolo[1,2-a]pyrazin-7(6H)-yl)-3-oxopropoxy)methyl)azetidin C(C)(C)C=1C2=C(N3C1CN(CC3)C(CCOCC3NCC3)=O)N=CC(=C2)C(F)(F)F